6-Fluoro-2-[4-(2-phenyl-1,3-benzoxazole-6-carbonyl)piperazin-1-yl]-3H-quinazolin-4-one FC=1C=C2C(NC(=NC2=CC1)N1CCN(CC1)C(=O)C1=CC2=C(N=C(O2)C2=CC=CC=C2)C=C1)=O